OC1=C(C(=O)O)C=CC(=C1O)O 2,3,4-Trihydroxy-benzoic acid